COC1=C2C=NN(C2=CC=C1C(=C)C(F)(F)F)C1OCCCC1 4-Methoxy-1-(tetrahydro-2H-pyran-2-yl)-5-(3,3,3-trifluoroprop-1-en-2-yl)-1H-indazole